S(N)(=O)(=O)C1=CC=C(C=C1)NC=1SC=C(N1)C1=CC=C(C=C1)S(=O)(=O)N 4-(2-((4-sulfamoylphenyl)amino)thiazol-4-yl)benzenesulfonamide